COC(=O)C=1N(C(=CN1)NC(=O)C1[N@@](C1)C(C1=CC=CC=C1)(C1=CC=CC=C1)C1=CC=CC=C1)C (R)-1-methyl-5-(1-trityl-aziridine-2-carboxamido)-1H-imidazole-2-carboxylic acid methyl ester